2-bromo-4-chloro-3-fluorobenzoic acid BrC1=C(C(=O)O)C=CC(=C1F)Cl